C(C)(C)(C)OC(=O)N1N=C(C(=C1)B1OC(C(O1)(C)C)(C)C)N 3-Amino-4-(4,4,5,5-tetramethyl-1,3,2-dioxaborolan-2-yl)-1H-pyrazole-1-carboxylic acid tert-butyl ester